5-ethylsulfonyl-6-[6-methyl-5-oxo-7-(trifluoromethyl)imidazo[1,2-c]pyrimidin-2-yl]pyridine-3-carbaldehyde C(C)S(=O)(=O)C=1C=C(C=NC1C=1N=C2N(C(N(C(=C2)C(F)(F)F)C)=O)C1)C=O